C(C)NCCCCCCN N-ethyl-1,6-hexanediamine